1-(3-bromophenyl)cyclopropylamine BrC=1C=C(C=CC1)C1(CC1)N